F[C@H]1CN(CC[C@H]1NC1=C2C=C(N(C2=CC=C1)CC(F)(F)F)C1=NOC(=N1)CNC(=O)C=1SC(=CC1)C(C)C)C N-{[3-(4-{[(3S,4R)-3-fluoro-1-methylpiperidin-4-yl]amino}-1-(2,2,2-trifluoroethyl)-1H-indol-2-yl)-1,2,4-oxadiazol-5-yl]methyl}-5-(propan-2-yl)thiophene-2-carboxamide